ClC=1C=CC2=C(C[C@@H]3CC[C@H]2N3C(=O)NC3=CC(=C(C=C3)C(F)(F)F)Cl)C1 (5R,8S)-2-chloro-N-(3-chloro-4-(trifluoromethyl)phenyl)-6,7,8,9-tetrahydro-5H-5,8-epimino-benzo[7]annulene-10-carboxamide